(6-amino-5-cyclopropylpyridin-3-yl)-2-((2S,5R)-2-(3,4-difluorophenyl)-5-methyl-4-(1-(trifluoromethyl)cyclopropanecarbonyl)piperazin-1-yl)ethane-1,2-dione NC1=C(C=C(C=N1)C(C(=O)N1[C@H](CN([C@@H](C1)C)C(=O)C1(CC1)C(F)(F)F)C1=CC(=C(C=C1)F)F)=O)C1CC1